3-hexenyl 2-oxo-2-phenylacetate O=C(C(=O)OCCC=CCC)C1=CC=CC=C1